C1(=CC(=CC(=C1)OC(O)=O)OC(O)=O)OC(O)=O benzene-1,3,5-triyl-tricarbonic acid